C(C)(C)(C)OC(=O)NC=1SC2=C(N1)C(=C(C=C2)F)B(O)O (2-((t-butoxycarbonyl)amino)-5-fluorobenzo[d]thiazol-4-yl)boronic acid